IC1=C(C(N(C=C1)C)=O)C(=O)OC methyl 4-iodo-1-methyl-2-oxo-1,2-dihydropyridine-3-carboxylate